5-(2-chloro-3-fluorophenyl)-3-(((4-methylmorpholin-2-yl)methyl)amino)-4H-benzo[e][1,2,4]thiadiazine 1,1-dioxide ClC1=C(C=CC=C1F)C1=CC=CC2=C1NC(=NS2(=O)=O)NCC2CN(CCO2)C